(S)-(1-(1-cyano-4-oxocyclohexyl)propan-2-yl)carbamic acid tert-butyl ester C(C)(C)(C)OC(N[C@H](CC1(CCC(CC1)=O)C#N)C)=O